4-epoxy-5-methylcyclohexylmethyl 3,4-epoxy-5-methylcyclohexanecarboxylate CC1C2C(CC(C1)C(=O)OCC1CC3C(CC1C)O3)O2